4-(2-(6-chloropyridazin-3-yl)phenyl)morpholine ClC1=CC=C(N=N1)C1=C(C=CC=C1)N1CCOCC1